CNCCC[Si](OC)(OC)OC methyl-3-(trimethoxysilyl)propylamine